NC1=C2N=CN(C2=NC(=N1)F)CC=1C=C(COC=2C=NC=C(C(=O)[O-])C2)C=CC1 5-((3-((6-amino-2-fluoro-9H-purin-9-yl)methyl)benzyl)oxy)nicotinate